FC=1C=CC(=C(C1)C1N(C[C@@H](C1)O)C(=O)OC(C)(C)C)OC Tert-butyl (4R)-2-(5-fluoro-2-methoxyphenyl)-4-hydroxypyrrolidine-1-carboxylate